4-(3-isopropyl-5-(1-(pyrazin-2-ylmethyl)piperidin-4-yl)-1H-indol-2-yl)-1H-pyrazolo[3,4-b]pyridine C(C)(C)C1=C(NC2=CC=C(C=C12)C1CCN(CC1)CC1=NC=CN=C1)C1=C2C(=NC=C1)NN=C2